(1RS,2RS)-2-aminocyclohexanol N[C@H]1[C@@H](CCCC1)O |r|